COC1=NC(=NC(=N1)OC)[N+]1(CCOCC1)C 4-(4,6-dimethoxy-1,3,5-triazin-2-yl)-4-methylmorpholine-4-ium